tert-butyl (R)-4-(2-(3-(3-((4-bromo-3-(2-((tert-butoxycarbonyl)amino)ethoxy) benzyl)(cyclopropyl)carbamoyl)piperidin-1-yl)phenoxy)-2-methylpropanoyl)piperazine-1-carboxylate BrC1=C(C=C(CN(C(=O)[C@H]2CN(CCC2)C=2C=C(OC(C(=O)N3CCN(CC3)C(=O)OC(C)(C)C)(C)C)C=CC2)C2CC2)C=C1)OCCNC(=O)OC(C)(C)C